Cl[Si](C1C=C(C2=CC=CC=C12)CC(C)C1=CC=CC=C1)(C)C chlorodimethyl-(3-(2-phenylpropyl)-1H-inden-1-yl)silane